[N+](=O)([O-])C1=C(C=CC=C1)N1N=C(C=C1)C(=O)OCC Ethyl (2-nitrophenyl)-1H-pyrazole-3-carboxylate